NC1=NC=C(C2=C1C(=C(S2)C2=CC=C(C=C2)NC(C=CC)=O)C2=CC(=C(C=C2)OC2=NC=CC(=N2)C)F)C=2N(C=CC2)C(=O)OC(C)(C)C tert-butyl 2-(4-amino-3-(3-fluoro-4-((4-methylpyrimidin-2-yl)oxy)phenyl)-2-(4-methylacrylamidophenyl)thieno[3,2-c]pyridin-7-yl)-1H-pyrrole-1-carboxylate